BrC1=NN(C(=C1)C1=NC2=C(CO1)C=C(C=C2)C#N)C2=NC=CC=C2Cl 2-[3-bromo-1-(3-chloro-2-pyridyl)-1H-pyrazol-5-yl]-6-cyano-4H-3,1-benzoxazine